5-(3-((((1r,4S)-4-hydroxycyclohexyl)amino)methyl)phenyl)nicotinamide OC1CCC(CC1)NCC=1C=C(C=CC1)C=1C=NC=C(C(=O)N)C1